C(CCC)(=O)[O-].C(CCC)(=O)O.[K+] potassium butyrate (butanoate)